OCC(C)(CO)NC(=O)C=1C=2C[C@@H]3[C@H](C2N(N1)C1=C(C=C(C=C1)F)F)C3 (1aR,5aR)-2-(2,4-Difluorophenyl)-1a,2,5,5a-tetrahydro-1H-2,3-diaza-cyclopropa[a]pentalene-4-carboxylic acid (2-hydroxy-1-hydroxymethyl-1-methyl-ethyl)-amide